tri(o-methyl-Phenylphenyl)phosphorus CC1=C(C=CC=C1C1=CC=CC=C1)P(C1=C(C(=CC=C1)C1=CC=CC=C1)C)C1=C(C(=CC=C1)C1=CC=CC=C1)C